(S)-4-((2-((5-fluoropyridin-3-yl)oxy)ethyl)(4-(5,6,7,8-tetrahydro-1,8-naphthyridin-2-yl)butyl)amino)-2-((5-methylpyrimidin-2-yl)amino)butanoic acid FC=1C=C(C=NC1)OCCN(CC[C@@H](C(=O)O)NC1=NC=C(C=N1)C)CCCCC1=NC=2NCCCC2C=C1